(3,5-dichloro-4-hydroxyphenyl)(1,1-dioxo-1,2-dihydro-3H-1lambda6-1,3-benzothiazol-3-yl)methanone ClC=1C=C(C=C(C1O)Cl)C(=O)N1CS(C2=C1C=CC=C2)(=O)=O